NC=1C=C(C(=C2CCC(C(C12)=O)(C)CCCO)C)F 8-amino-6-fluoro-2-(3-hydroxypropyl)-2,5-dimethyl-3,4-dihydronaphthalen-1(2H)-one